O-methyl-adenosine CO[C@H]1[C@@H](O[C@@H]([C@H]1O)CO)N1C=NC=2C(N)=NC=NC12